4-(4-(2,6-bis(benzyloxy)pyridin-3-yl)phenyl)piperidine-1-carboxylic acid tert-butyl ester C(C)(C)(C)OC(=O)N1CCC(CC1)C1=CC=C(C=C1)C=1C(=NC(=CC1)OCC1=CC=CC=C1)OCC1=CC=CC=C1